C(C)OC=1C=CC(=NC1)NC(=O)C1CN(C1)C1=C(C=C2C(C(=CN(C2=N1)C=1SC=CN1)C(=O)O)=O)F 7-{3-[(5-ethoxypyridin-2-yl)carbamoyl]azetidin-1-yl}-6-fluoro-4-oxo-1-(1,3-thiazol-2-yl)-1,4-dihydro-1,8-naphthyridine-3-carboxylic acid